C(#N)C1=C(C(=NC=C1)C(=O)NC1=CC=C2C=NN(C2=C1)C=1C=NN(C1)C)C(=C)C 4-cyano-N-[1-(1-methylpyrazol-4-yl)indazol-6-yl]-3-prop-1-en-2-ylpyridine-2-carboxamide